ClC=1C(=C(OCOCC[Si](C)(C)C)C=CC1Cl)I [2-(3,4-dichloro-2-iodophenoxymethoxy)ethyl]trimethylsilane